ClC(O)C(O)CO chloroglycerine